ethyl 7-(((tert-butoxycarbonyl)amino)methyl)-2-methyl-1H-benzo[d]imidazole-4-carboxylate C(C)(C)(C)OC(=O)NCC1=CC=C(C2=C1NC(=N2)C)C(=O)OCC